methyl 3-chloro-6-iodo-2-methylbenzoate ClC=1C(=C(C(=O)OC)C(=CC1)I)C